4-[5,7-difluoro-2-(4-fluorophenyl)-1H-indol-3-yl]-2-methyl-but-3-yn-2-ol FC=1C=C2C(=C(NC2=C(C1)F)C1=CC=C(C=C1)F)C#CC(C)(O)C